CN1CCC=C(C1)B1OC(C(O1)(C)C)(C)C 1-methyl-5-(4,4,5,5-tetramethyl-1,3,2-dioxaborolan-2-yl)-1,2,3,6-tetrahydropyridine